COC(C(C\C=C(/CC\C=C(\CCC=C(C)C)/C)\CO)C(C)=O)=O (4e,8e)-2-acetyl-5-(hydroxymethyl)-9,13-dimethyltetradeca-4,8,12-trienoic acid methyl ester